4-Acetyltoluene C(C)(=O)C1=CC=C(C)C=C1